C(C)(=O)C1=NN(C2=CC=C(C=C12)C=1C=NC(=NC1)C)CC(=O)OCC ethyl 2-(3-acetyl-5-(2-methylpyrimidin-5-yl)-1H-indazol-1-yl)acetate